CC1=NOC(=C1CCN1CC2=C(C(=C(C=C2C(C1)(F)F)O)N1CC(NS1(=O)=O)=O)F)C 5-{2-[2-(3,5-dimethyl-1,2-oxazol-4-yl)ethyl]-4,4,8-trifluoro-6-hydroxy-1,2,3,4-tetrahydroisoquinolin-7-yl}-1λ6,2,5-thiadiazolidine-1,1,3-trione